C(C1=CC=CC=C1)C=1C(CCCC1)=O 2-benzylcyclohexenone